(S)-2-((4-(3-(4-Chloro-2-fluorophenyl)-2,3-dihydrobenzo[b][1,4]dioxin-5-yl) piperidin-1-yl)methyl)-3-((1-(fluoromethyl)cyclopropyl)methyl)-3H-imidazo[4,5-b]pyridine-5-carboxylate ClC1=CC(=C(C=C1)[C@@H]1OC2=C(OC1)C=CC=C2C2CCN(CC2)CC2=NC=1C(=NC(=CC1)C(=O)[O-])N2CC2(CC2)CF)F